isocyanatopropyl-dimethylmethoxysilane N(=C=O)CCC[Si](OC)(C)C